C(C)OC=1C=C(C=CC1C=1NC(C2=C(N1)NN=N2)=O)C2=CC=C(C=C2)C(C(F)(F)F)(O)O 5-(3-Ethoxy-4'-(2,2,2-trifluoro-1,1-dihydroxyethyl)-[1,1'-biphenyl]-4-yl)-3,6-dihydro-7H-[1,2,3]triazolo[4,5-d]pyrimidin-7-one